hydroxy-5α,8α-androst-6-ene OC[C@@]12CCC[C@H]1[C@H]1C=C[C@H]3CCCC[C@]3(C)[C@H]1CC2